5-methylimidazo[1,2-b]pyridazin-6(5H)-one CN1N2C(C=CC1=O)=NC=C2